10-(2-chlorobenzoyl)-8-methoxycarbonyl-7-nitro-1,2,3,4-tetrahydropyrimidino[1,2-a]indole ClC1=C(C(=O)C2=C3N(C=4C=C(C(=CC24)C(=O)OC)[N+](=O)[O-])CCCN3)C=CC=C1